C(C)(C)(C)S(=O)(=O)C1=CC=2N(C=C1)N=CC2C2=CC(=NC(=C2)F)N 4-(5-(tert-butylsulfonyl)pyrazolo[1,5-a]pyridin-3-yl)-6-fluoropyridin-2-amine